(2-hydroxyethyl)-N-methyl-L-serine OCCN([C@@H](CO)C(=O)O)C